ClC=1N=C(C2=C(N1)C=CO2)C2=CN(C1=CC=CC=C21)C 2-chloro-4-(1-methyl-1H-indol-3-yl)furo[3,2-d]pyrimidine